1,2-diChloroethane ClCCCl